ClC1=C(C=CC=C1)C1(N=C(C(=N1)C1=CC=C(C=C1)F)C1=CC=C(C=C1)F)C1(N=C(C(=N1)C1=CC=C(C=C1)F)C1=CC=C(C=C1)F)C1=C(C=CC=C1)Cl 2,2'-bis(o-chlorophenyl)-4,4',5,5'-tetrakis(p-fluorophenyl)biimidazole